ClC1=CC2=C(N(C(N=C2N2[C@H](CN(CC2)C(C=C)=O)C)=O)C2=NOC=C2C2CC2)N=C1C1=C(C=CC=C1O)F 6-chloro-1-(4-cyclopropyl-1,2-oxazol-3-yl)-7-(2-fluoro-6-hydroxyphenyl)-4-((2S)-2-methyl-4-(2-propenoyl)-1-piperazinyl)pyrido[2,3-d]pyrimidin-2(1H)-one